CN1CC(C1)N1N=CC(=C1)[N+](=O)[O-] 1-(1-methylazetidin-3-yl)-4-nitro-1H-pyrazole